(2-((5-Chloro-2-((5-ethyl-2-methoxy-4-(7-methyl-2,7-diazaspiro[3.5]nonan-2-yl)phenyl)amino)pyrimidin-4-yl)amino)phenyl)dimethylphosphine oxide ClC=1C(=NC(=NC1)NC1=C(C=C(C(=C1)CC)N1CC2(C1)CCN(CC2)C)OC)NC2=C(C=CC=C2)P(C)(C)=O